6-((3-(6-cyclopropyl-3-pyridyl)-5-methyl-isoxazol-4-yl)methoxy)-N-(1,1-dioxothian-4-yl)pyridine-3-carboxamide C1(CC1)C1=CC=C(C=N1)C1=NOC(=C1COC1=CC=C(C=N1)C(=O)NC1CCS(CC1)(=O)=O)C